BrC1=C(C=CC(=C1)Cl)N1N=CN=C1 1-(2-bromo-4-chlorophenyl)-1,2,4-triazole